C(C)(=O)NCCOC1=CC=C(C=C1)CC(C(=O)O)NC(=O)OC(C)(C)C 3-(4-(2-acetamidoethoxy)phenyl)-2-((tert-butoxycarbonyl)amino)propanoic acid